[N+](=O)([O-])C1=CC=C(OC=2C=C(OC3=C(C=CC=C3)/C(/C(=O)OC)=C\OC)C=CC2)C=C1 (E)-methyl 2-[2-[3-(4-nitrophenoxy) phenoxy] phenyl]-3-methoxyacrylate